CC1(OCC2(C1)CCN(CC2)NC2=CC=CC=C2)C {3,3-dimethyl-2-oxa-8-azaspiro[4.5]decan-8-yl}aniline